tert-butyl (R)-4-(2-(2-(sec-butoxy)-2-oxoethyl)-4-((4-((2-(6-methylpyridin-2-yl)pyrimidin-4-yl)amino)pyrimidin-2-yl)amino)phenyl)piperazine-1-carboxylate [C@@H](C)(CC)OC(CC1=C(C=CC(=C1)NC1=NC=CC(=N1)NC1=NC(=NC=C1)C1=NC(=CC=C1)C)N1CCN(CC1)C(=O)OC(C)(C)C)=O